C1(CC1)S(=O)(=O)N1CCN(CC1)C(CN1C(=CC2=C(C(=CC=C12)CN1CCC2(CN(C2)C2=NC=NC3=CC=C(C=C23)CC(F)(F)F)CC1)C)C#N)C 1-[2-(4-cyclopropylsulfonylpiperazin-1-yl)propyl]-4-methyl-5-[[2-[6-(2,2,2-trifluoroethyl)quinazolin-4-yl]-2,7-diazaspiro[3.5]nonan-7-yl]methyl]indole-2-carbonitrile